7-bromo-4-(2-chloro-5-fluorophenyl)-4-hydroxy-5-nitro-3,4-dihydro-phthalazin-1(2H)-one BrC1=CC(=C2C(NNC(C2=C1)=O)(O)C1=C(C=CC(=C1)F)Cl)[N+](=O)[O-]